ClC1=CC(N(C(=N1)C)C1=C(C(=CC=C1F)Cl)Cl)=O 6-chloro-3-(2,3-dichloro-6-fluorophenyl)-2-methyl-3,4-dihydropyrimidin-4-one